N-nitroimidazole-1-carboxyamide [N+](=O)([O-])NC(=O)CN1C=NC=C1